NC=1C=2N(C=CN1)C(=NC2C2=CC=C(C(=O)NC1=NC=CC=N1)C=C2)[C@H]2N(CCCC2)C(=O)C2=NC(=NC=C2)Cl (S)-4-(8-amino-3-(1-(2-chloropyrimidine-4-carbonyl)piperidin-2-yl)imidazo[1,5-a]pyrazin-1-yl)-N-(pyrimidin-2-yl)benzamide